CN1C(C2=CC(=CC(=C2C=C1C=1C=NN(C1)C)C(C)NC1=C(C(=O)O)C=CC=C1)C)=O 2-((1-(2,7-dimethyl-3-(1-methyl-1H-pyrazol-4-yl)-1-oxo-1,2-dihydroisoquinolin-5-yl)ethyl)amino)benzoic acid